C(C)(C)(C)OC(=O)N1OCC[C@H]1C1=NC=C(N=C1)C (3S)-3-(5-methylpyrazin-2-yl)isoxazolidine-2-carboxylic acid tert-butyl ester